C(#N)CNC(C1=NC(=C(C=C1)N1CCN(CC1)CC1=CC=2C3=C(N(C(NC3=C1F)=O)CC)N=CN2)C)=O N-(cyanomethyl)-5-(4-((3-ethyl-9-fluoro-2-oxo-2,3-dihydro-1H-pyrimido[4,5,6-de]quinazolin-8-yl)methyl)piperazin-1-yl)-6-methylpicolinamide